O1CCN(CC1)C=1N=C(C2=C(N1)N(CC2)C2=CC=CC=C2)CO (2-morpholino-7-phenyl-6,7-dihydro-5H-pyrrolo[2,3-d]pyrimidin-4-yl)methanol